[Ga].[S].[Cu] copper sulfur gallium